Trifluoromethanesulfonic acid iron salt [Fe+2].FC(S(=O)(=O)[O-])(F)F.FC(S(=O)(=O)[O-])(F)F